4-benzylpiperidine C(C1=CC=CC=C1)C1CCNCC1